6-chloro-4-[(oxan-4-yl)amino]Pyridine-3-carboxylic acid methyl ester COC(=O)C=1C=NC(=CC1NC1CCOCC1)Cl